4-(3-((2-((2-ethyl-4-(2-(4-methylpiperazin-1-yl)-2-oxoethyl)phenyl)amino)-5-(trifluoromethyl)pyrimidin-4-yl)amino)propyl)-1,4-oxazepan-5-one C(C)C1=C(C=CC(=C1)CC(=O)N1CCN(CC1)C)NC1=NC=C(C(=N1)NCCCN1CCOCCC1=O)C(F)(F)F